C(#N)C1=CC=C(C=C1)C=1C=NC(=C(C(=O)NC2=CC(=CC=C2)[S@@](=O)NC)C1C)OC=1C(=NC(=CC1)F)C (R)-5-(4-cyanophenyl)-2-((6-fluoro-2-methylpyridin-3-yl)oxy)-4-methyl-N-(3-(S-methylamino-sulfinyl)phenyl)nicotinamide